FC1=C(C=CC(=C1OCCC)OC)C1=CC=CC(=N1)C1CB(OC1)O 4-(6-(2-fluoro-4-methoxy-3-propoxyphenyl)pyridin-2-yl)-1,2-oxaborolan-2-ol